CC(C(=O)C1=CC=C(C=C1)SC)(C)C 2-Methyl-1-[4-(methylthio)phenyl]-2-Methyl-1-propanone